(S)-6-(5-(3,5-dimethylisoxazol-4-yl)-1-isobutyl-1H-benzo[d]imidazol-2-yl)-1-(3-fluoro-4-methoxyphenyl)piperidin-2-one CC1=NOC(=C1C1=CC2=C(N(C(=N2)[C@@H]2CCCC(N2C2=CC(=C(C=C2)OC)F)=O)CC(C)C)C=C1)C